tert-butyl 4-[4-(2,6-dioxo-3-piperidyl)-2-fluoro-phenyl]-3,3-difluoro-piperidine-1-carboxylate O=C1NC(CCC1C1=CC(=C(C=C1)C1C(CN(CC1)C(=O)OC(C)(C)C)(F)F)F)=O